C(C)(C)(C)C=1C=C(CP2(OC3=CC=CC=C3C=3C=CC=CC23)=O)C=C(C1O)C(C)(C)C 10-(3,5-di-tert-butyl-4-hydroxybenzyl)-9,10-dihydro-9-Oxa-10-phosphaphenanthrene-10-oxide